C(C=C)(=O)OCCCCCCOC1=CC=C(C=C1)C#CC1=CC=C(C(=O)OC2=C(C(=O)OCCCCCCCCOC3=CC=C(C=C3)C3=CC=C(C=C3)C#N)C=C(C=C2)OC(C2=CC=C(C=C2)C#CC2=CC=C(C=C2)OCCCCCCOC(C=C)=O)=O)C=C1 8-[4-(4-cyanophenyl)phenoxy]octyl 2,5-bis[[4-[2-[4-(6-prop-2-enoyloxyhexoxy)phenyl]ethynyl]benzoyl]oxy]benzoate